4-((3-isopropyl-1H-indazol-5-yl)methyl)-3,5-dimethylaniline C(C)(C)C1=NNC2=CC=C(C=C12)CC1=C(C=C(N)C=C1C)C